C(C)(C)C=1C=C(C=CC1)NC1=C(N=C2N1C=CN=C2)C2=CC=NC=C2 N-(3-isopropylphenyl)-2-(pyridin-4-yl)imidazo[1,2-a]pyrazin-3-amine